CC1CN(CCC1)CC1=CN2C(=NC=CC2=O)S1 ((3-methylpiperidin-1-yl)methyl)-5H-thiazolo[3,2-a]pyrimidin-5-one